NC1=NC(=C(C=2N1C(N(N2)CC2=NC(=CC(=C2)OC)C)=O)C2=CC(=NC(=C2)C)C)C2=CC=CC=C2 5-amino-8-(2,6-dimethyl-4-pyridinyl)-2-[(4-methoxy-6-methyl-2-pyridinyl)methyl]-7-phenyl-[1,2,4]triazolo[4,3-c]pyrimidin-3-one